4-((1-butyl-3-(4-(3-(4-(((2-(2,6-dioxopiperidin-3-yl)-1,3-dioxoisoindolin-5-yl)amino)methyl)-1H-1,2,3-triazol-1-yl)propoxy)phenyl)ureido)methyl)-N-hydroxybenzamide C(CCC)N(C(=O)NC1=CC=C(C=C1)OCCCN1N=NC(=C1)CNC=1C=C2C(N(C(C2=CC1)=O)C1C(NC(CC1)=O)=O)=O)CC1=CC=C(C(=O)NO)C=C1